2-(2-(2-(2-(2-((2,4-dinitrophenyl)amino)ethoxy)ethoxy)ethoxy)acetamido)propane [N+](=O)([O-])C1=C(C=CC(=C1)[N+](=O)[O-])NCCOCCOCCOCC(=O)NC(C)C